The molecule is a leukotriene that is (5S,7E,9E,11Z,14Z)-5-hydroxyicosa-7,9,11,14-tetraenoic acid in which a glutathionyl group is attached at position 6 via a sulfide linkage. It has a role as a bronchoconstrictor agent, a human metabolite and a mouse metabolite. It derives from an icosa-7,9,11,14-tetraenoic acid. It is a conjugate acid of a leukotriene C4(2-). CCCCC/C=C\\C/C=C\\C=C\\C=C\\[C@H]([C@H](CCCC(=O)O)O)SC[C@@H](C(=O)NCC(=O)O)NC(=O)CC[C@@H](C(=O)O)N